C(C)OC(CCNC(=O)OC(C)(C)C)=O 3-((tert-butoxycarbonyl)amino)propanoic acid ethyl ester